6-(cyclopropanecarboxamido)-4-((2,5-dimethyl-4,5-dihydro-2H-pyrazolo[4,3-c]quinolin-6-yl)amino)nicotinamide C1(CC1)C(=O)NC1=NC=C(C(=O)N)C(=C1)NC1=CC=CC=2C=3C(CN(C12)C)=CN(N3)C